O=C1N(C=CC(=C1)C1=NN(C2=CC(=CC=C12)C(=O)N)C1=CC=C(C=C1)C(F)(F)F)[C@@H](C)C1=NC=CC=C1 (S)-3-(2-oxo-1-(1-(pyridin-2-yl)ethyl)-1,2-dihydropyridin-4-yl)-1-(4-(trifluoromethyl)phenyl)-1H-indazole-6-carboxamide